C1(=CC=CC=C1)C#CC1=CC2=C(C3=CC=C(C=C3C(=C2C=C1)C#CC1=CC=CC=C1)C#CC1=CC=CC=C1)C#CC1=CC=CC=C1 2,6,9,10-tetrakis(2-phenylethynyl)anthracene